ClC=1C=C(C=2N(N1)C(=NN2)C(C)C)NC=2C=NC=CC2 6-chloro-3-isopropyl-N-(3-pyridyl)-[1,2,4]triazolo[4,3-b]pyridazin-8-amine